1-[(2R,3S,4R,5R)-4-[(tert-butyldimethylsilyl)oxy]-5-{[(tert-butyldimethylsilyl)oxy]methyl}-3-fluoro-5-(hydroxymethyl)oxolan-2-yl]-3H-pyrimidine-2,4-dione [Si](C)(C)(C(C)(C)C)O[C@H]1[C@@H]([C@@H](O[C@]1(CO)CO[Si](C)(C)C(C)(C)C)N1C(NC(C=C1)=O)=O)F